CC1=NC2=CC=C(C=C2C(=C1)C(=O)N1CC(CCC1)C1=NN=C2N1C=CC=C2)C 2,6-dimethyl-4-(3-{[1,2,4]triazolo[4,3-a]pyridin-3-yl}piperidine-1-carbonyl)quinoline